COC1=CC=C(C=C1)C1=NNC(=C1)N 3-(4-methoxyphenyl)-1H-pyrazol-5-amine